CNC(C(=O)NCCNC1=NC(=NC(=C1)NC=1SC(=CN1)C1=CC=CC=C1)C)C 2-(methylamino)-N-[2-[[2-methyl-6-[(5-phenylthiazol-2-yl)amino]pyrimidin-4-yl]amino]ethyl]propanamide